hexyl beta-D-glucopyranoside O([C@H]1[C@H](O)[C@@H](O)[C@H](O)[C@H](O1)CO)CCCCCC